Cl.Cl.N[C@H](C(=O)NC=1C=NC(=CC1)C=1C(=NNC1C)C)C1CCCCC1 (S)-2-amino-2-cyclohexyl-N-(6-(3,5-dimethyl-1H-pyrazol-4-yl)pyridin-3-yl)acetamide dihydrochloride